6-Chloro-7-(2-fluorophenyl)-1-(2-isopropyl-4-methylpyridin-3-yl)-4-((1-(oxirane-2-carbonyl)azetidin-3-yl)amino)pyrido[2,3-d]pyrimidin-2(1H)-one ClC1=CC2=C(N(C(N=C2NC2CN(C2)C(=O)C2OC2)=O)C=2C(=NC=CC2C)C(C)C)N=C1C1=C(C=CC=C1)F